OCC(COC(C=1C(C(=O)O)=CC=CC1)=O)CCCC.COC1=C(C=CC=C1)NC1=C2C(=NC(=C1)NC(=O)C1CC1)NN(C2=O)C N-(4-((2-methoxyphenyl)amino)-2-methyl-3-oxo-2,3-dihydro-1H-pyrazolo[3,4-b]pyridin-6-yl)cyclopropanecarboxamide mono(2-hydroxymethyl-hexyl)phthalate